N-(2-(3,3-dimethyl-2-(2-ethylphenyl)cyclobut-1-en-1-yl)phenyl)acetamide CC1(C(=C(C1)C1=C(C=CC=C1)NC(C)=O)C1=C(C=CC=C1)CC)C